isopropyl 2-((4-((2-(dimethylamino)ethyl) (methyl)amino)-2-methoxy-5-nitrophenyl)amino)-4-(3,3-dimethyl-indolin-1-yl)pyrimidine-5-carboxylate CN(CCN(C1=CC(=C(C=C1[N+](=O)[O-])NC1=NC=C(C(=N1)N1CC(C2=CC=CC=C12)(C)C)C(=O)OC(C)C)OC)C)C